BrCC=1C=C(C=CC1)S(=O)(=O)N1CCC(CC1)NC1=NC=C(C=N1)Cl N-(1-((3-(Bromomethyl)phenyl)sulfonyl)piperidin-4-yl)-5-chloropyrimidin-2-amine